Cl.NC1=C(C=CC2=CC=CC=C12)O 1-amino-2-naphthol hydrochloride